4-(5-(6-methoxypyrimidin-4-yl)-1H-pyrazole-3-carbonyl)-4-azaspiro[2.5]octane-7-carboxamide COC1=CC(=NC=N1)C1=CC(=NN1)C(=O)N1C2(CC2)CC(CC1)C(=O)N